ClC=1C(=NC(=CC1)OC)C(=O)N1[C@@H]2CN([C@H](C1)CC2)CC2=C(N=C1N2C=CC=C1)C1=CC=C(C=C1)Cl (-)-(3-Chloro-6-methoxypyridin-2-yl)[(1S,4S)-5-{[2-(4-chlorophenyl)imidazo[1,2-a]pyridin-3-yl]-methyl}-2,5-diazabicyclo[2.2.2]oct-2-yl]methanon